C(#C)C1=CC=C(C=C1)CN1C(NCC1=O)=O 3-[(4-acetenyl-phenyl)methyl]imidazolidine-2,4-dione